methyl (2S,4R)-1-(7,8-dichloro-4-(1H-imidazol-1-yl)quinolin-2-yl)-4-hydroxypyrrolidine-2-carboxylate ClC1=CC=C2C(=CC(=NC2=C1Cl)N1[C@@H](C[C@H](C1)O)C(=O)OC)N1C=NC=C1